4-amino-N-tert-butyl-2-(difluoromethoxy)-6-methoxy-benzamide NC1=CC(=C(C(=O)NC(C)(C)C)C(=C1)OC)OC(F)F